FC([C@H]1CC=2C=3C(=N[C@H](C4=NC=C(N4C3SC2C1)CO)C)C1=C(C=CC=C1F)F)F [(7S,13S)-13-(difluoromethyl)-9-(2,6-difluorophenyl)-7-methyl-16-thia-2,5,8-triazatetracyclo[8.6.0.02,6.011,15]hexadeca-1(10),3,5,8,11(15)-pentaen-3-yl]methanol